(1S,3aR,6aS)-N-((S)-4-hydroxy-3-oxo-1-((S)-2-oxopyrrolidin-3-yl)butan-2-yl)-2-(4-(methylthio)-1H-indole-2-carbonyl)octahydrocyclopenta[c]pyrrole-1-carboxamide OCC([C@H](C[C@H]1C(NCC1)=O)NC(=O)[C@H]1N(C[C@H]2[C@@H]1CCC2)C(=O)C=2NC1=CC=CC(=C1C2)SC)=O